rac-N-[(1S,4Z)-cyclooct-4-en-1-yl]-2-[4-(5-fluoro-2-pyridyl)piperazin-1-yl]-N-methyl-acetamide [C@H]1(CC\C=C/CCC1)N(C(CN1CCN(CC1)C1=NC=C(C=C1)F)=O)C |r|